7-[3-(2-aminoethyl)indolin-1-yl]-N-(3,3,3-trifluoropropyl)thiazolo[5,4-d]pyrimidine-2-carboxamide NCCC1CN(C2=CC=CC=C12)C=1C2=C(N=CN1)SC(=N2)C(=O)NCCC(F)(F)F